CC(C)(C1CCC(CC1)OC(=O)C1=C(C(=O)O)C=CC=C1)C1CCC(CC1)OC(=O)C1=C(C(=O)O)C=CC=C1 propane-2,2-diylbis(cyclohexane-4,1-diyl)bis(oxy)bis(carbonyl)dibenzoic acid